5-((5-(5-(trifluoromethyl)pyridin-2-yl)-1,3,4-oxadiazol-2-yl)amino)pyridinecarbonitrile FC(C=1C=CC(=NC1)C1=NN=C(O1)NC=1C=CC(=NC1)C#N)(F)F